(2S,3S)-4-[[(2S,3S,4R)-2-amino-3,4-dihydroxyoctadecyl]oxy]butane-1,2,3-triol N[C@@H](COC[C@@H]([C@H](CO)O)O)[C@@H]([C@@H](CCCCCCCCCCCCCC)O)O